(S)-7-isopropoxy-4-(1-(2-morpholinoethyl)-1H-pyrazol-4-yl)-1-((5-oxopyrrolidin-2-yl)methoxy)isoquinoline-6-carboxamide C(C)(C)OC1=C(C=C2C(=CN=C(C2=C1)OC[C@H]1NC(CC1)=O)C=1C=NN(C1)CCN1CCOCC1)C(=O)N